[SiH3]N([SiH3])[SiH2]N([SiH3])[SiH3] bis(disilylamino)silane